N1C=NC2=C1C=C(C=C2)OC2=CC=C(C=O)C=C2 4-(1H-BENZIMIDAZOL-6-YLOXY)-BENZALDEHYDE